2-(4-chloro-3-methoxy-phenyl)-5-fluoro-thiazole ClC1=C(C=C(C=C1)C=1SC(=CN1)F)OC